N-[2-(3,4-Dimethoxyphenyl)ethyl]-1-(phenylacetyl)-4-piperidinecarboxamide COC=1C=C(C=CC1OC)CCNC(=O)C1CCN(CC1)C(CC1=CC=CC=C1)=O